C(=C)(C)C1=CC(=NN1C1CCN(CC1)C(=O)OC(C)(C)C)C1=CC=C(C=C1)OC(F)(F)F tert-butyl 4-[5-isopropenyl-3-[4-(trifluoromethoxy)phenyl]pyrazol-1-yl]piperidine-1-carboxylate